ClC1=C2C(=[N+](C(=C1)C)[O-])C=C(O2)[Si](C)(C)C 7-chloro-5-methyl-2-(trimethylsilyl)furo[3,2-b]Pyridine 4-oxide